4-Methyl-7-aminocoumarin CC1=CC(OC2=CC(=CC=C12)N)=O